CN(C(CC=1C=CC(=NC1OC)N(C(OCC1=CC=CC=C1)=O)C)=O)C Benzyl (5-(2-(dimethylamino)-2-oxoethyl)-6-methoxypyridin-2-yl)(methyl)carbamate